ClC=1C=C(C=CC1C(F)(F)F)C1=CCC(CN1C(=O)OC(C)(C)C)C tert-butyl 6-[3-chloro-4-(trifluoromethyl)phenyl]-3-methyl-3,4-dihydro-2H-pyridine-1-carboxylate